6-methyl-4,9-dioxo-8-(phenylmethyl)-1,5-dioxanonan-7-yl 2-methylpropionate CC(C(=O)OC(C(OC(CCO)=O)C)C(C=O)CC1=CC=CC=C1)C